C(C1=CC=CC=C1)O[C@@H]1[C@H]([C@H]([C@@H](O[C@H]1C)O[C@H]1[C@H](OCC=C)O[C@H]([C@@H]([C@H]1OCC1=CC=CC=C1)OCC1=CC=CC=C1)C)O)OCC1=CC=C(C=C1)OC Allyl (4-O-benzyl-3-O-para-methoxybenzyl-α-L-rhamnopyranosyl)-(1→2)-3,4-di-O-benzyl-α-L-rhamnopyranosid